(Z,Z)-11,13-hexadecadienol C(CCCCCCCCC\C=C/C=C\CC)O